(R)-2-(trifluoromethoxy)-benzenesulfinate FC(OC1=C(C=CC=C1)S(=O)[O-])(F)F